((5-(2-oxoethyl)benzo[d]thiazol-2-yl)methyl)carbamic acid tert-butyl ester C(C)(C)(C)OC(NCC=1SC2=C(N1)C=C(C=C2)CC=O)=O